2-(3-(3-fluoro-4-hydroxy-phenyl)-2-carboxy-acrylamido)-benzoic acid FC=1C=C(C=CC1O)C=C(C(=O)NC1=C(C(=O)O)C=CC=C1)C(=O)O